COC1=CC=C(C=C1)CCN1CCOCC1 2-(4-methoxyphenyl)-1-morpholinoethane